C(C1=CC=CC=C1)N1CCN(CC1)CC1CC2(C(NC3=CC=CC=C23)=O)CO1 5-((4-Benzylpiperazin-1-yl)methyl)-4,5-dihydro-2H-spiro[furan-3,3'-indolin]-2'-one